4-(3-chloro-2-fluorophenyl)-7-((7-methyl-7-azabicyclo[2.2.1]hept-1-yl)ethynyl)quinazoline-4,6-diamine ClC=1C(=C(C=CC1)C1(NC=NC2=CC(=C(C=C12)N)C#CC12CCC(CC1)N2C)N)F